FC(C(=O)O)(F)F.C(C1=CC=CC=C1)NC([C@H](N)CCC(=O)NCC1=CC=CC=C1)=O N1,N5-dibenzyl-D-glutamamide trifluoroacetate